S1C(=NC=C1)NC([O-])=O [1,3]thiazol-2-ylcarbamate